CON(C(=O)C1=NN2C(C=CC=C2)=C1)C N-methoxy-N-methylpyrazolo[1,5-a]pyridine-2-Carboxamide